C(CCC)C1=CC=C(C=C1)B(O)O (4-butylphenyl)boronic acid